P(=O)(O)(O)[O-].[NH4+] monoammonium dihydrogen phosphate